C1(=CC=CC=2C3=CC=CC=C3CC12)COC(=O)N[C@@H](CC(=O)[O-])C(=O)[O-] N-Fluorenylmethoxycarbonyl-L-aspartate